C(C)OC=1C=C(C=CC1C=1NC(C2=C(N1)NN=N2)=O)C2=CC(=CC=C2OCCN2CCCC2)/C=C/C(=O)O (E)-3-(3'-ethoxy-4'-(7-oxo-6,7-dihydro-3H-[1,2,3]triazolo[4,5-d]pyrimidin-5-yl)-6-(2-(pyrrolidin-1-yl)ethoxy)-[1,1'-biphenyl]-3-yl)acrylic acid